(2R)-2-(fluoromethyl)pyrrolidine FC[C@@H]1NCCC1